(S)-1-methyl-1-phenylethylamine CC(C)(C1=CC=CC=C1)N